FC1=CC=C(C=C1)CN1C(OC2=C1C=C(C=C2)C)=O 3-[(4-fluorophenyl)methyl]-5-methyl-1,3-benzoxazol-2-one